ethyl-phosphonic acid bis(2,2,2-trifluoroethyl) ester FC(COP(OCC(F)(F)F)(=O)CC)(F)F